7-methoxy-6-(4-methoxyphenyl)-2,3-diphenyl-N-(pyrazin-2-yl)pyrazolo[1,5-a]pyrimidin-5-amine COC1=C(C(=NC=2N1N=C(C2C2=CC=CC=C2)C2=CC=CC=C2)NC2=NC=CN=C2)C2=CC=C(C=C2)OC